C(CCCCCCCCCC)N1C2=NCCCN2CCC1 7-undecyl-1,5,7-triazabicyclo[4.4.0]dec-5-ene